2-methyl-6-[[4-[tris(fluoranyl)methyl]phenyl]methylamino]-5,6,7,8-tetrahydro-3H-quinazolin-4-one CC1=NC=2CCC(CC2C(N1)=O)NCC1=CC=C(C=C1)C(F)(F)F